1,2-Di-bromo-tetrafluoroethane BrC(C(Br)(F)F)(F)F